2-(5-((4-(3-chlorobenzyl)piperidin-1-yl)methyl)-4H-1,2,4-triazol-3-yl)-1H-indole ClC=1C=C(CC2CCN(CC2)CC=2NC(=NN2)C=2NC3=CC=CC=C3C2)C=CC1